N-[(6-cyclopropanesulfonylpyrimidin-4-yl)methyl]-5-(6-ethoxypyrazin-2-yl)pyridine-2-carboxamide C1(CC1)S(=O)(=O)C1=CC(=NC=N1)CNC(=O)C1=NC=C(C=C1)C1=NC(=CN=C1)OCC